(R,Z)-1-(4-hydroxy-4-(8-methoxy-1-methyl-4-((1-(2-methyl-3-(trifluoromethyl)phenyl)ethyl)imino)-1,4-dihydropyrido[3,4-d]pyrimidin-6-yl)-2,2,6,6-tetramethylpiperidin-1-yl)ethan-1-one OC1(CC(N(C(C1)(C)C)C(C)=O)(C)C)C1=CC/2=C(N(C=N\C2=N/[C@H](C)C2=C(C(=CC=C2)C(F)(F)F)C)C)C(=N1)OC